NC1=C(C(=NC=C1C(=O)OCC)OC1=C(C(=CC=C1)C)C)Br ethyl 4-amino-5-bromo-6-(2,3-dimethylphenoxy)nicotinate